ClC=1C=C2C=NN(C2=CC1N1CCN(CC1)C1(C(COC1)O)C)C=1C=NN(C1)[C@@H]1[C@H](C1)COC 4-[4-(5-chloro-1-{1-[(1S,2S)-2-(methoxymethyl)cyclopropyl]-1H-pyrazol-4-yl}-1H-indazol-6-yl)piperazin-1-yl]-4-methyloxolan-3-ol